C(C)(C)(C)C1=CC(=C(C=C1OC)C)C 6-tert-butyl-3,4-dimethyl-anisole